FC(OC1=CC=2N(C=C1)C(=CN2)C2=CC=CC(=N2)N[C@H]2CNC[C@@H]2F)F 6-(7-(difluoromethoxy)imidazo[1,2-a]pyridin-3-yl)-N-((3S,4S)-4-fluoropyrrolidin-3-yl)pyridin-2-amine